C(C)(C)(C)C=1C=C(C(=O)N2CCN(CC2)C2=CC=C(N=N2)C(=O)NS(=O)(=O)C2=CC(=C(C=C2)NCCSC2=CC=CC=C2)C(F)(F)F)C=C(C1)C=1C=NC=C(C1)OCC 6-[4-[3-tert-Butyl-5-(5-ethoxypyridin-3-yl)benzoyl]piperazin-1-yl]-N-[4-(2-phenylsulfanylethylamino)-3-(trifluoromethyl)phenyl]sulfonylpyridazine-3-carboxamide